3-(1'-((1-methyl-1H-indol-6-yl)methyl)-6-oxo-6,8-dihydro-2H,7H-spiro[furo[2,3-e]isoindole-3,4'-piperidin]-7-yl)piperidine-2,6-dione CN1C=CC2=CC=C(C=C12)CN1CCC2(CC1)COC1=C3CN(C(C3=CC=C12)=O)C1C(NC(CC1)=O)=O